(S)-4-(2-(4-fluoro-N-ethylbenzamido)-3-phenylpropionamido)benzene-1-sulfonyl chloride FC1=CC=C(C(=O)N(CC)[C@H](C(=O)NC2=CC=C(C=C2)S(=O)(=O)Cl)CC2=CC=CC=C2)C=C1